C(#N)C(CCC(=O)O)C.C(C1=CC=CC=C1)(=S)S dithiobenzoic acid (4-cyanovalerate)